4-(perfluoroprop-2-yl)-2-methylaniline FC(C(C(F)(F)F)(C1=CC(=C(N)C=C1)C)F)(F)F